FC(CC=1C=CC=2N(C1)N=CC2)F 6-(2,2-difluoroethyl)pyrazolo[1,5-a]pyridine